CC1(OB(OC1(C)C)C=1C=C(C(=O)OC)C=C(C1)NC(C1=CC=C(C=C1)C(F)(F)F)=O)C Methyl 3-(4,4,5,5-tetramethyl-1,3,2-dioxaborolan-2-yl)-5-(4-(trifluoromethyl)benzamido)benzoate